C1(CC1)CS(=O)(=O)C=1C=C(C=CC1)S(=O)(=O)N1C=C(C=C1C1=C(C=CC=C1)F)CN(C(OC(C)(C)C)=O)C tert-butyl N-({1-[3-(cyclopropylmethylsulfonyl) benzenesulfonyl]-5-(2-fluorophenyl)-1H-pyrrol-3-yl} methyl)-N-methylcarbamate